FC(C(=O)O)(F)F.C/C(/C(=O)O)=C\[C@H](C)N methyl-(E,4S)-4-aminopent-2-enic acid trifluoroacetate salt